C(CCCCCCCCCCC\C=C/CCCCCCCC)(=O)OCC(O)CO glycerol erucate